7-chloro-4-iodo-1-methyl-benzoimidazol-2-amine ClC1=CC=C(C2=C1N(C(=N2)N)C)I